ClC1=C(C(=O)NCC(=O)N[C@@H](CC(C)C)B2OC([C@H]3CN(C[C@@H](C(O2)=O)N3C)C)=O)C=C(C=C1)Cl 2,5-dichloro-N-(2-(((R)-1-((1R,7S)-9,11-dimethyl-2,6-dioxo-3,5-dioxa-9,11-diaza-4-borabicyclo[5.3.1]undecan-4-yl)-3-methylbutyl)amino)-2-oxoethyl)benzamide